COCCOC=1C=C(C=CC1)C=1C=C2CCC3(C(C2=CC1)NC(O[C@@H]1CN2CCC1CC2)=O)CC3 (S)-quinuclidin-3-yl (6'-(3-(2-methoxyethoxy)phenyl)-3',4'-dihydro-1'H-spiro[cyclopropane-1,2'-naphthalen]-1'-yl)carbamate